4-{4-[1-cyclopropoxy-2-(oxan-2-yloxy)-1-phenylethyl]-2-{4-ethynyl-4-hydroxy-[1,4'-bipiperidin]-1'-yl}quinazolin-6-yl}-6-methyl-1H,6H,7H-pyrrolo[2,3-c]pyridin-7-one C1(CC1)OC(COC1OCCCC1)(C1=CC=CC=C1)C1=NC(=NC2=CC=C(C=C12)C=1C2=C(C(N(C1)C)=O)NC=C2)N2CCC(CC2)N2CCC(CC2)(O)C#C